dibromothienyl-pyrrolopyrroledione BrC=1C(=C(SC1)C=1N=C2C(C1)=NC(C2=O)=O)Br